(R or S)-2'-chloro-5'-methoxy-6-methyl-N-(6-(1-(2,2,2-trifluoroethyl)pyrrolidin-3-yl)thiazolo[4,5-b]pyrazin-2-yl)-[4,4'-bipyridine]-3-carboxamide ClC1=NC=C(C(=C1)C1=C(C=NC(=C1)C)C(=O)NC=1SC=2C(=NC=C(N2)[C@H]2CN(CC2)CC(F)(F)F)N1)OC |o1:25|